[NH4+].NC(C(=O)O)CCP(=O)CO 2-AMINO-4-(HYDROXYMETHYLPHOSPHINYL)BUTANOIC ACID MONOAMMONIUM